ClC1=NC(=CC(=C1)C1=C(N=C(S1)NC(=O)N1CC(CC1)C(C)(C)O)C1=CC(=CC=C1)C#N)C N-[5-(2-chloro-6-methyl-4-pyridyl)-4-(3-cyanophenyl)thiazol-2-yl]-3-(1-hydroxy-1-methylethyl)pyrrolidine-1-carboxamide